(2R,3S,5R)-2-(4-(cyclopentylamino)phenyl)-1-(2,6-difluorobenzoyl)N-(4-methyl-3-(trifluoromethyl)phenyl)-5-(trifluoromethyl)piperidine-3-carboxamide C1(CCCC1)NC1=CC=C(C=C1)[C@@H]1N(C[C@@H](C[C@@H]1C(=O)NC1=CC(=C(C=C1)C)C(F)(F)F)C(F)(F)F)C(C1=C(C=CC=C1F)F)=O